C1(CC1)CNCC1=CC(=NC(=N1)C)N1C(C2=CC(=CC=C2C1)C1=C(C=C(C=C1)F)C1=NN=CN1C)=O 2-(6-(((Cyclopropylmethyl)amino)methyl)-2-methylpyrimidin-4-yl)-6-(4-fluoro-2-(4-methyl-4H-1,2,4-triazol-3-yl)phenyl)isoindolin-1-one